C(C)(C)(C)C=1C(=C(C(=CC1)C=NC1=CC=C(C=C1)O)O)C(C)(C)C di-tert-butyl-6-(((4-hydroxyphenyl)imino)methyl)phenol